NC=1C=CC(=NC1)N(CCNC(CCC(=O)NCCN(C(=O)OC(C)(C)C)C1=NC=C(C=C1)N)=O)C(=O)OC(C)(C)C N1,N4-bis(2-((5-aminopyridin-2-yl)(tert-butoxycarbonyl)amino)ethyl)succinamide